13,16-Dihydroxynonadecanoic acid OC(CCCCCCCCCCCC(=O)O)CCC(CCC)O